1,3-diisopropyl-1,3-propanediol ditrimethylphenylglyoxylate CC1=C(C(=C(C=C1)C(C(=O)OC(CC(OC(C(=O)C1=C(C(=C(C=C1)C)C)C)=O)C(C)C)C(C)C)=O)C)C